2,6-Dimethylaminophenol CNC1=C(C(=CC=C1)NC)O